(R)-N-(1-Methylpiperidin-3-yl)-1-(2-(2,2,2-trifluoroethyl)-4-(trifluoromethyl)-phenyl)pyrido[3,4-d]pyridazin-4-amine formic acid salt C(=O)O.CN1C[C@@H](CCC1)NC=1N=NC(=C2C1C=NC=C2)C2=C(C=C(C=C2)C(F)(F)F)CC(F)(F)F